N-methyl-N-((3R,4R)-4-methylpiperidin-3-yl)-7H-pyrrolo[2,3-D]Pyrimidin-4-amine hydrochloride C[C@@H]1CCNC[C@@H]1N(C)C2=NC=NC3=C2C=CN3.Cl